5-fluoro-3-(2-fluoroethyl)-1H-benzimidazol-2-one FC1=CC2=C(NC(N2CCF)=O)C=C1